1,4-Dioxacyclohexadecane-5,16-Dione O1CCOC(CCCCCCCCCCC1=O)=O